N-[(1S)-1-(4-{4-chloro-2,3,7,10-tetraazatricyclo[7.4.0.02,6]trideca-1(9),3,5,7-tetraen-10-yl}phenyl)-2,2,2-trifluoroethyl]-N-methylmorpholine-4-carboxamide ClC1=NN2C=3CCCN(C3C=NC2=C1)C1=CC=C(C=C1)[C@@H](C(F)(F)F)N(C(=O)N1CCOCC1)C